4-Bromo-1h-indole-7-carboxylic acid BrC1=C2C=CNC2=C(C=C1)C(=O)O